C(C)(C)(C)OC(=O)N1CCC(CC1)OC1CC(C1)N1CCC2(CNC2)CC1.C(=O)=C1N=NC(C1)=C=O 3,5-dicarbonyl-pyrazole tert-butyl-4-((1r,3r)-3-(2,7-diazaspiro[3.5]nonan-7-yl)cyclobutoxy)piperidine-1-carboxylate